6-(6-(benzyloxy)pyridin-2-yl)-2-oxa-6-azaspiro[3.3]heptane C(C1=CC=CC=C1)OC1=CC=CC(=N1)N1CC2(COC2)C1